aminoacetic cyanide NCC(=O)C#N